FC(OC=1C=C(C=CC1)CNC(=O)C=1N=NN(C1)CCCCN1N=NC(=C1)C(=O)NCC1CN(C1)C(=O)OC(C)(C)C)(F)F tert-butyl 3-{[(1-{4-[4-({[3-(trifluoromethoxy)phenyl]methyl} carbamoyl)-1H-1,2,3-triazol-1-yl] butyl}-1H-1,2,3-triazol-4-yl)formamido]methyl}azetidine-1-carboxylate